C(C)(C)(C)OC(=O)N[C@H](C(=O)OC)CC(C)=O Methyl (2S)-2-(tert-butoxycarbonylamino)-4-oxo-pentanoate